7-(Phenylamino)-4-(2-(trifluoromethyl)pyrimidin-5-yl)quinoline-3-carbaldehyde C1(=CC=CC=C1)NC1=CC=C2C(=C(C=NC2=C1)C=O)C=1C=NC(=NC1)C(F)(F)F